BrC=1C=C(C=C2CCN(CC12)C(=O)OC(C)(C)C)OS(=O)(=O)C(F)(F)F t-butyl 8-bromo-6-(((trifluoromethyl)sulfonyl) oxy)-3,4-dihydroisoquinoline-2(1H)-carboxylate